NC(C[N+](C)(C)CC(=O)NC1CCN(CC1)C(C1=C(C=C(C=C1)NC(=O)C=1N(C(=CN1)C1=C(C(=C(C=C1)OC)F)F)C)Cl)=O)=O (2-amino-2-oxo-ethyl)-[2-[[1-[2-chloro-4-[[5-(2,3-difluoro-4-methoxy-phenyl)-1-methyl-imidazole-2-carbonyl]amino]benzoyl]-4-piperidinyl]amino]-2-oxo-ethyl]-dimethyl-ammonium